7-bromo-3-(tert-butyl)-1-methylquinazoline-2,4(1H,3H)-dione BrC1=CC=C2C(N(C(N(C2=C1)C)=O)C(C)(C)C)=O